FC(C(=O)O)(F)F.FC(C(=O)N1CCC(CC1)C(=O)N1N=CCC1C1=CC=CC=C1)(F)F 2,2,2-trifluoro-1-(4-(5-phenyl-4,5-dihydro-1H-pyrazole-1-carbonyl)piperidin-1-yl)ethanone 2,2,2-trifluoroacetate